FC1(CCC(CC1)[C@H](NC(=O)C=1N=C(SC1)CCC(F)(F)F)C1=NC2=C(N1)C=CC(=C2)[C@@H](C)NC(CCC(F)(F)F)=O)F N-((S)-(4,4-Difluorocyclohexyl)(5-((R)-1-(4,4,4-trifluorobutanamido)ethyl)-1H-benzo[d]imidazol-2-yl)methyl)-2-(3,3,3-trifluoropropyl)thiazole-4-carboxamide